N-[2-(2-chloro-4-methylphenyl)-2,2-difluoroethyl]-5-[S-(3-cyclopropyl-2-fluorophenyl)sulfonimidoyl]-2-methylisonicotinamide ClC1=C(C=CC(=C1)C)C(CNC(C1=CC(=NC=C1S(=O)(=N)C1=C(C(=CC=C1)C1CC1)F)C)=O)(F)F